6-((Z)-2-(3-((4aR,7aS)-2-amino-6-(pyrimidin-2-yl)-4,4a,5,6,7,7a-hexahydropyrrolo[3,4-d][1,3]thiazin-7a-yl)-4-fluorophenyl)-1-fluorovinyl)nicotinonitrile NC=1SC[C@H]2[C@@](N1)(CN(C2)C2=NC=CC=N2)C=2C=C(C=CC2F)\C=C(/F)\C2=NC=C(C#N)C=C2